3-(2-(methylamino)ethyl)-1H-indol-5-ol CNCCC1=CNC2=CC=C(C=C12)O